tert-Butyl {2-[({[(2S,5R)-6-benzyloxy-7-oxo-1,6-diazabicyclo[3.2.1]oct-2-yl]carbonyl}amino)oxy]ethyl}(propan-2-yl)carbamate C(C1=CC=CC=C1)ON1[C@@H]2CC[C@H](N(C1=O)C2)C(=O)NOCCN(C(OC(C)(C)C)=O)C(C)C